C(N)(=O)C12CC(C1)(C2)NC(=O)C=2C(=NC=C(C2)C(F)(F)F)OC2=C(C(=C(C=C2)F)F)OC N-(3-carbamoyl-1-bicyclo[1.1.1]pentanyl)-2-(3,4-difluoro-2-methoxy-phenoxy)-5-(trifluoromethyl)pyridine-3-carboxamide